N1(N=NC2=C1C=CC=C2)OC(=[N+](C)C)N(C)C O-benzotriazol-1-yl-N,N,N',N'-tetramethyluronium